NC=1C=C(C=C(C1)C(F)(F)F)[C@@H](C)NC1=NC(=NC2=C3C(=C(C=C12)O)OC(C3)(C)C)C (R)-4-((1-(3-amino-5-(trifluoromethyl)phenyl)ethyl)amino)-2,8,8-trimethyl-8,9-dihydrofuro[2,3-h]quinazolin-6-ol